BrC1=NN(C=2C1=NC(=CC2O)N2[C@@H](COCC2)C)COCC[Si](C)(C)C (R)-3-bromo-5-(3-methylmorpholino)-1-((2-(trimethylsilyl)ethoxy)methyl)-1H-pyrazolo[4,3-b]Pyridin-7-ol